ClC=1C(N(N=CC1OCCO)C1OCCCC1)=O 4-chloro-5-(2-hydroxyethoxy)-2-(tetrahydro-2H-pyran-2-yl)pyridazin-3(2H)-one